6-benzyl-2,4-diamino-1,3,5-triazine C(C1=CC=CC=C1)C1=NC(=NC(=N1)N)N